3-(isobutylphenyl)acrolein C(C(C)C)C1=C(C=CC=C1)C=CC=O